N-(5-CHLORO-6-(2H-1,2,3-TRIAZOL-2-YL)PYRIDIN-3-YL)-4-CYCLOPROPYL-3-(QUINOLIN-5-YL)ISOTHIAZOLE-5-CARBOXAMIDE ClC=1C=C(C=NC1N1N=CC=N1)NC(=O)C1=C(C(=NS1)C1=C2C=CC=NC2=CC=C1)C1CC1